C(C)(C)(C)OC(N(C)C1CCN(CC1)C1=NC(=CC=C1)N)=O (1-(6-Aminopyridin-2-yl)piperidin-4-yl)(methyl)carbamic acid tert-butyl ester